FC=1C(=CC(=C(C1)NC1=NC=C2N(C(N(C2=N1)C1CCOCC1)=O)C)C)C1=CN=C(O1)C 2-((5-fluoro-2-methyl-4-(2-methyloxazol-5-yl)phenyl)amino)-7-methyl-9-(tetrahydro-2H-pyran-4-yl)-7,9-dihydro-8H-purin-8-one